CC=1SC2=C(C=NC=C2N)N1 2-methylthiazolo[4,5-c]pyridin-7-amine